3-Amino-8-(2-fluoro-6-methoxyphenyl)-7-methyl-N-propylimidazo[1,2-a]pyridine-2-carboxamide NC1=C(N=C2N1C=CC(=C2C2=C(C=CC=C2OC)F)C)C(=O)NCCC